CN1N=CC(=C1C(=O)OC)NCCCCC Methyl 1-Methyl-4-(1-pentylamino)-1H-pyrazole-5-carboxylate